NC1=CC(=C(C(=O)NCCC[C@@H](C(=O)OC)NC(C2=CC=C(C=C2)N(C=O)CC=2N=C3C(=NC(=NC3=NC2)N)N)=O)C=C1)S(=O)(=O)OCC(C)C Methyl (S)-5-(4-amino-2-(isobutoxysulfonyl)benzamido)-2-(4-(N-((2,4-diaminopteridin-6-yl)methyl)formamido)benzamido)pentanoate